C1(=CC=CC=C1)C1=NC(=NC(=N1)C1=CC=CC=C1)C1=CC=C(C=C1)C1=CC=C(C2=CC=CC=C12)C1=CC=C(C=C1)C1=CC=C(C=C1)C#N 4'-(4-(4-(4,6-diphenyl-1,3,5-triazin-2-yl)phenyl)naphthalen-1-yl)-[1,1-biphenyl]-4-carbonitrile